NC[C@@H]1NC([C@@H](SCC1)C=1C=C(C=CC1)C1=CC=C(C#N)C=C1)=O 4-[3-[(2S,5R)-5-(aminomethyl)-3-oxo-1,4-thiazepan-2-yl]phenyl]benzonitrile